COC1=CC=C(C=C1)NC(=O)C1=NN(C(C=C1C)=O)C1=CC=C(C=C1)OC1=CC=NC2=CC(=C(C=C12)OC)OC N-(4-methoxyphenyl)-1-[4-(6,7-dimethoxyquinolin-4-yloxy)phenyl]-4-methyl-6-oxo-1,6-dihydropyridazine-3-carboxamide